5-methoxy-3-(2-nitroprop-1-en-1-yl)-1H-indole COC=1C=C2C(=CNC2=CC1)C=C(C)[N+](=O)[O-]